FC(S(=O)(=O)C=1C=C(C=CC1)CC1CC2(CN(C2)C(=O)OC(C)(C)C)C1)(F)F tert-Butyl 6-[[3-(trifluoromethylsulfonyl)phenyl]methyl]-2-azaspiro[3.3]heptane-2-carboxylate